C1(CC1)CN1C=C(C2=NN(C(C(=C21)C=2C=NC(=CC2)C)=O)C2=CC1=CN(N=C1C=C2)C)S(=O)(=O)NC 5-(cyclopropylmethyl)-N-methyl-2-(2-methyl-2H-indazol-5-yl)-4-(6-methylpyridin-3-yl)-3-oxo-3,5-dihydro-2H-pyrrolo[3,2-c]pyridazine-7-sulfonamide